(S)-5-fluoro-4-(5-fluoro-6-hydroxypyridin-2-yl)-N-(3-methyl-5-(trifluoromethyl)-1H-pyrazol-4-yl)-2-((1,1,1-trifluoropropan-2-yl)oxy)benzamide FC=1C(=CC(=C(C(=O)NC=2C(=NNC2C(F)(F)F)C)C1)O[C@H](C(F)(F)F)C)C1=NC(=C(C=C1)F)O